ClC=1C(=CC(=C(C1)S(=O)(=O)NC=1SC=CN1)F)NCCCCNC[C@@]1(NCCC1)CC1=CC=C(C=C1)OC |o1:24| (S or R)-5-chloro-2-fluoro-4-{[4-({[2-(4-methoxybenzyl)pyrrolidin-2-yl]methyl}amino)butyl]amino}-N-1,3-thiazol-2-ylbenzenesulfonamide